C1(CCCCC1)P(C1(C(=C(C=C(C1)C(C)C)C(C)C)C1=CC=CC=C1)C(C)C)C1CCCCC1 2-(dicyclohexylphosphanyl)-2,4,6-tris(isopropyl)biphenyl